[Pd](Cl)Cl.C(C1=CC=CC=C1)=CC(C)=O.C(C1=CC=CC=C1)=CC(C)=O.C(C1=CC=CC=C1)=CC(C)=O tris(benzalacetone) palladium dichloride